Cl.FC(C=1C=C(CN2C(C3=CC(=C(C=C3C2)C(=O)NC[C@H]([C@H]2NCC3=CC=CC=C3C2)O)OCC)=O)C=C(C1)C(F)(F)F)(F)F (3,5-bis(trifluoromethyl)benzyl)-6-ethoxy-N-((R)-2-hydroxy-2-((S)-1,2,3,4-tetrahydroisoquinolin-3-yl)ethyl)-1-oxoisoindoline-5-carboxamide hydrochloride